C12CNCC(CC1)N2C2=CC=C1C(=N2)CN(C1)C(=O)N(CC)CC 2-(3,8-diazabicyclo[3.2.1]oct-8-yl)-N,N-diethyl-5,7-dihydro-6H-pyrrolo[3,4-b]pyridine-6-carboxamide